1-acetyl-cyclopropyl-propionyl-p-methoxyaniline C(C)(=O)C1(CC1)N(C1=CC=C(C=C1)OC)C(CC)=O